1-(4-(2,3-diaminophenyl)piperazin-1-yl)ethan-1-one NC1=C(C=CC=C1N)N1CCN(CC1)C(C)=O